2-(3,5-diisopropylpyridin-4-yl)-N-((4-(hydroxymethyl)-2-(2-hydroxypropan-2-yl)thiazol-5-yl)sulfonyl)acetamide C(C)(C)C=1C=NC=C(C1CC(=O)NS(=O)(=O)C1=C(N=C(S1)C(C)(C)O)CO)C(C)C